4-((2-methyl-2-azaspiro[3.3]heptan-6-yl)oxy)benzenesulfonamide CN1CC2(C1)CC(C2)OC2=CC=C(C=C2)S(=O)(=O)N